FC=1C=C2C(N(C=3N(C2=CC1)C(NN3)=S)CCCNC(CC3=CC=C(C=C3)O)=O)=O N-(3-(7-fluoro-5-oxo-1-thioxo-1,2-dihydro-[1,2,4]triazolo[4,3-a]quinazolin-4(5H)-yl)propyl)-2-(4-hydroxyphenyl)acetamide